ClC=1N=CC=C2C3=C(N=CC12)C(=CC=C3)F 4-chloro-7-fluorobenzo[c][2,7]naphthyridine